((2,5-dimethyl-4,5-dihydro-[1,2,4]triazolo[1,5-a]quinoxalin-6-yl)amino)-N-(methyl-d3)-6-(3-methylureido)pyridazine-3-carboxamide CC1=NN2C(CN(C3=C(C=CC=C23)NC2=C(N=NC(=C2)NC(=O)NC)C(=O)NC([2H])([2H])[2H])C)=N1